methoxy-1,1-diphenyl-urea CONC(N(C1=CC=CC=C1)C1=CC=CC=C1)=O